bis(2,2,6,6-tetramethylpiperidyl)-sebacate CC1(N(C(CCC1)(C)C)C(C(=O)[O-])(CCCCCCCC(=O)[O-])N1C(CCCC1(C)C)(C)C)C